bis(trifluoro-2,4-pentanedione) copper (II) [Cu+2].FC(C(CC(C)=O)=O)(F)F.FC(C(CC(C)=O)=O)(F)F